C(CO)(=O)N[C@H]1[C@H](O)O[C@@H]([C@H]([C@@H]1O)O)CO N-glycoloyl-beta-D-glucosamine